C(#N)C=1C=C(C=CC1)C=1N=C(SC1C1=CC(=NC(=C1)C)C(F)F)NC(=O)N1CC2(COC2)C1 N-[4-(3-cyanophenyl)-5-[2-(difluoromethyl)-6-methyl-4-pyridinyl]thiazol-2-yl]-2-oxa-6-azaspiro[3.3]heptane-6-carboxamide